4-(5-(2,6-Dimethylphenoxy)-1-((1-fluorocyclopropyl)methyl)-1H-indazol-6-yl)-N-ethyl-6-methyl-7-oxo-6,7-dihydro-1H-pyrrolo[2,3-c]pyridine-2-carboxamide CC1=C(OC=2C=C3C=NN(C3=CC2C=2C3=C(C(N(C2)C)=O)NC(=C3)C(=O)NCC)CC3(CC3)F)C(=CC=C1)C